3-[3-oxopiperazin-1-yl]pyrazin-2(1H)-one O=C1CN(CCN1)C=1C(NC=CN1)=O